CN(C)CC1OC1 N,N-dimethyl-oxiranyl-methylamine